C1(=CC=CC2=CC=CC=C12)CNC(C[C@H](C)C(C(=O)N)(CC(=O)N)NS(=O)(=O)C1=CC=CC=C1)=O ((S)-4-((naphthalen-1-ylmethyl)amino)-4-oxobutan-2-yl)-2-(phenylsulfonylamino)succinamide